1-(methoxymethyl)-2-oxabicyclo[2.2.1]heptane-4-carboxylic acid COCC12OCC(CC1)(C2)C(=O)O